COC=1C=C(C=CC1OC)C=1NC2=CC=C(C=C2C1C(C)C)C1CCN(CC1)C(CN[C@H](CO)CC(C)C)=O (S)-1-(4-(2-(3,4-dimethoxyphenyl)-3-isopropyl-1H-indol-5-yl)piperidin-1-yl)-2-((1-hydroxy-4-methylpentan-2-yl)amino)ethan-1-one